O=C1NC(CC[C@@H]1N1C(O[C@H](C1)C1=CC=C(C=C1)C#CCOCCOCCOCCOCCNC(OC(C)(C)C)=O)=O)=O tert-butyl (15-(4-((S)-3-((S)-2,6-dioxopiperidin-3-yl)-2-oxooxazolidin-5-yl)phenyl)-3,6,9,12-tetraoxapentadec-14-yn-1-yl)carbamate